NC1=NC(=C(C(=C1C#N)SC)C#N)S 2-amino-6-mercapto-4-(methylthio)pyridine-3,5-dicarbonitrile